2-(3,5-Bis(undecyloxy)benzyl)isoindoline-1,3-dione C(CCCCCCCCCC)OC=1C=C(CN2C(C3=CC=CC=C3C2=O)=O)C=C(C1)OCCCCCCCCCCC